FC1=C(C=CC(=C1)C=1C=NNC1)C1CCN(CC1)CC1(CCCCC1)O (4-(2-fluoro-4-(1H-pyrazol-4-yl)phenyl)piperidin-1-yl)(1-hydroxycyclohexyl)methan